4-Amino-7-bromo-1-(isoquinolin-5-yl)-2-oxo-1,2-dihydro-1,8-naphthyridine-3-carboxylic acid methyl ester COC(=O)C=1C(N(C2=NC(=CC=C2C1N)Br)C1=C2C=CN=CC2=CC=C1)=O